ClC=1C=C2C(=CNC2=CC1)C1N(CC2=CC(=CC=C12)C1=CC=C(C=C1)Cl)C(=O)N (5-chloro-1H-indol-3-yl)-5-(4-chlorophenyl)isoindoline-2-carboxamide